5-(4-(hexyloxy)-1,2,5-thiadiazol-3-yl)-1-methyl-1-(1-(2-phenylacetoxy)ethyl)-1,2,3,6-tetrahydropyridin-1-ium iodide 1-Chloroethyl-2-phenylacetate ClC(C)OC(CC1=CC=CC=C1)=O.[I-].C(CCCCC)OC=1C(=NSN1)C1=CCC[N+](C1)(C(C)OC(CC1=CC=CC=C1)=O)C